COC1=NC(=CC2=C1N=CN=C2O)C=2CCN(CC2)C 8-methoxy-6-(1-methyl-3,6-dihydro-2H-pyridin-4-yl)pyrido[3,4-d]pyrimidin-4-ol